O=C1NC2(C1)CCN(CC2)C(=O)OC(C)(C)C tert-butyl 2-oxo-1,7-diazaspiro[3.5]nonane-7-carboxylate